5-{2-[2-(3,5-dimethyl-1H-pyrazol-4-yl)ethyl]-4,4,8-trifluoro-6-hydroxy-1,2,3,4-tetrahydroisoquinolin-7-yl}-1λ6,2,5-thiadiazolidine-1,1,3-trione CC1=NNC(=C1CCN1CC2=C(C(=C(C=C2C(C1)(F)F)O)N1CC(NS1(=O)=O)=O)F)C